4-((3-cyano-2-methoxyphenyl)amino)-6-(cyclopropanecarboxamido)-N-(trideuteriomethyl)pyridazine-3-carboxamide C(#N)C=1C(=C(C=CC1)NC1=C(N=NC(=C1)NC(=O)C1CC1)C(=O)NC([2H])([2H])[2H])OC